methyl 3-hydroxy-1-methyl-3-(nitromethyl)-2-oxoindoline-6-carboxylate OC1(C(N(C2=CC(=CC=C12)C(=O)OC)C)=O)C[N+](=O)[O-]